O-non-4-yn-9-ylmethanol CCCC#CCCCCOC